tert-butyl ((1R,3r)-3-((E)-2-(((R)-tert-butylsulfinyl)imino)propyl)cyclobutyl)carbamate C(C)(C)(C)[S@@](=O)\N=C(\CC1CC(C1)NC(OC(C)(C)C)=O)/C